2-(1-(tert-Butoxycarbonyl)piperidin-4-yl)-5-(6-(trifluoromethyl)pyridinecarboxamido)-2H-indazole-6-carboxylic acid methyl ester COC(=O)C=1C(=CC2=CN(N=C2C1)C1CCN(CC1)C(=O)OC(C)(C)C)NC(=O)C1=NC(=CC=C1)C(F)(F)F